BrC=1C=CC2=C(OC3(CCOCC3)CC(N2)=N)C1 8-bromo-2',3',5',6'-tetrahydro-3H-spiro[benzo[b][1,4]oxazepine-2,4'-pyran]-4(5H)-imine